NC=1C(=NC(=CN1)C1=C(C=CC=C1F)F)C(=O)NC=1C(=C2C(=NC1)C(CC2)O)N2C[C@H](CCC2)N 3-amino-N-{4-[(3S)-3-aminopiperidin-1-yl]-7-hydroxy-6,7-dihydro-5H-cyclopenta[b]pyridin-3-yl}-6-(2,6-difluorophenyl)pyrazine-2-carboxamide